ClC1=NC=CC2=C1C(=NN2)Br 4-Chloro-3-bromo-1H-pyrazolo[4,3-c]pyridine